ClC=1C=C2CCC[C@@]3(C2=CC1)COC1=C(N(C3)C[C@H]3[C@@H](CC3)C(=O)OC)C=C(C=C1)S(N)(=O)=O methyl (1R,2R)-2-[[(3S)-6'-chloro-7-sulfamoyl-spiro[2,4-dihydro-1,5-benzoxazepine-3,1'-tetralin]-5-yl]methyl]cyclobutanecarboxylate